(2R)-1-{(E)-[1-(6-Chloro-3-fluoropyridin-2-yl)ethylidene]amino}propan-2-ol ClC1=CC=C(C(=N1)\C(\C)=N\C[C@@H](C)O)F